9-[(1S)-1-(3,5-difluoroanilino)ethyl]-2-morpholino-4-oxo-pyrido[1,2-a]pyrimidine-7-carboxylic acid FC=1C=C(N[C@@H](C)C2=CC(=CN3C2=NC(=CC3=O)N3CCOCC3)C(=O)O)C=C(C1)F